C[C@]1(C(C2=CC=C(C=C2C1)Cl)=O)O methyl-(S)-5-chloro-2-hydroxy-1-indanone